C1(=CC=CC=C1)CCS 2-phenyl-ethanethiol